7-[3-(2-chloro-5-fluorophenyl)-2-[(4-methoxyphenyl)methyl]-6,6-dimethyl-1,4-dioxo-2,5-diazahept-1-yl]-6-fluoro-1H-indazole-5-carboxylate ClC1=C(C=C(C=C1)F)C(N(C(=O)C=1C(=C(C=C2C=NNC12)C(=O)[O-])F)CC1=CC=C(C=C1)OC)C(NC(C)(C)C)=O